hex-5-ene-2-ol CC(CCC=C)O